[Ru](Cl)Cl.N1=C(C=CC=C1)C1=NC=CC=C1.N1=C(C=CC=C1)C1=NC=CC=C1.N1=C(C=CC=C1)C1=NC=CC=C1 tri(2,2-bipyridine) ruthenium dichloride